N1(CCOCC1)C(=O)C=1C=C(OC2=C3CCC(C3=CC=C2[N+](=O)[O-])OP(=O)(NCCBr)NCCBr)C=CC1 Bis((2-bromoethyl)amino)phosphinic acid 4-[3-(morpholine-4-carbonyl) phenoxy]-5-nitro-2,3-dihydro-1H-inden-1-yl ester